ethyl 3-amino-6-(3-iodophenyl)-2-methylisonicotinate NC1=C(C(=O)OCC)C=C(N=C1C)C1=CC(=CC=C1)I